SC1=CC=C(C=C1)CCO 2-(4-mercaptophenyl)ethan-1-ol